(2-((5-Chloro-2-((3-(3-fluoro-5-isopropoxyphenyl)-1H-indazol-5-yl)amino)pyrimidin-4-yl)amino)phenyl)dimethylphosphine oxide ClC=1C(=NC(=NC1)NC=1C=C2C(=NNC2=CC1)C1=CC(=CC(=C1)OC(C)C)F)NC1=C(C=CC=C1)P(C)(C)=O